C(CCC)OC1=C(C=C(C(=C1)N1CCOCC1)OCCCC)[N+]#N 2,5-Dibutoxy-4-(4-morpholinyl)benzenediazonium